N(=[N+]=[N-])[C@@H]1CN(C[C@H]([C@@H]1N=[N+]=[N-])F)C(=O)OC(C)(C)C |r| tert-Butyl rac-(3R,4R,5R)-3,4-diazido-5-fluoropiperidine-1-carboxylate